C(C)(C)(C)OC(=O)N1CC(=CC1)C(=O)O 1-(tert-butoxycarbonyl)-2,5-dihydropyrrole-3-carboxylic acid